BrC=1C=CC2=C(N=C(S2)CC2CCN(CC2)C)C1 5-bromo-2-((1-methylpiperidin-4-yl)methyl)benzo[d]thiazole